2-amino-3-bromo-5-fluoro-N-(thiophen-3-yl)-6-(trifluoromethyl)benzamide NC1=C(C(=O)NC2=CSC=C2)C(=C(C=C1Br)F)C(F)(F)F